C(C)(C)(C)N(C(O)=O)CC=O tert-butyl-(2-oxoethyl)carbamic acid